2-(3-(tert-butyl)-5-methoxy-2-(methoxymethoxy)phenyl)-4,4,5,5-tetramethyl-1,3,2-dioxaborolan C(C)(C)(C)C=1C(=C(C=C(C1)OC)B1OC(C(O1)(C)C)(C)C)OCOC